C(=O)O.COC1CC(C1)N1N=C(C(=C1)NC(C1=NC(=CC=C1)C=1C=NNC1)=O)C1=NC=CC=C1 N-(1-(3-methoxycyclobutyl)-3-(pyridin-2-yl)-1H-pyrazol-4-yl)-6-(1H-pyrazol-4-yl)picolinamide formate